1-(tert-butyl) 3-methyl 3-(6-chloropyridin-2-yl)-4-hydroxypiperidine-1,3-dicarboxylate ClC1=CC=CC(=N1)C1(CN(CCC1O)C(=O)OC(C)(C)C)C(=O)OC